FC=1C(=CC=2C3=C(NC(C2C1)=O)COC[C@@H]3N(C(=O)C=3NC1=CC(=CC=C1C3)F)C)F |r| Racemic-N-(8,9-difluoro-6-oxo-1,4,5,6-tetrahydro-2H-pyrano[3,4-c]isoquinolin-1-yl)-6-fluoro-N-methyl-1H-indole-2-carboxamide